5-((trimethylsilyl)ethynyl)thiophen-2-carbaldehyde C[Si](C)(C)C#CC1=CC=C(S1)C=O